1-(7Z,10Z,13Z,16Z-docosatetraenoyl)-2-(5Z,8Z,11Z,14Z,17Z-eicosapentaenoyl)-glycero-3-phospho-(1'-sn-glycerol) CCCCC/C=C\C/C=C\C/C=C\C/C=C\CCCCCC(=O)OC[C@H](COP(=O)(O)OC[C@H](CO)O)OC(=O)CCC/C=C\C/C=C\C/C=C\C/C=C\C/C=C\CC